C(C)N1C(N(C=2N=C(NC2C1=O)\C=C\C=1C=NC(=CC1)OC1COC1)CC)=O (E)-1,3-diethyl-8-(2-(6-(oxetan-3-yloxy)pyridin-3-yl)vinyl)-1H-purine-2,6(3H,7H)-dione